C(C)(C)(C)OC(=O)N1CCN(CC1)CC1=CC(=CC(=C1)C(F)(F)F)O 4-(3-hydroxy-5-(trifluoromethyl)benzyl)piperazine-1-carboxylic acid tert-butyl ester